(2R,3S,4S)-2-{[4-(difluoromethyl)phenyl]methyl}-4-hydroxypyrrolidin-3-yl N-{2-[(2S)-azetidin-2-yl]ethyl}carbamate N1[C@@H](CC1)CCNC(O[C@H]1[C@H](NC[C@@H]1O)CC1=CC=C(C=C1)C(F)F)=O